{6-[3-(4-methylphenyl)-1,1-dimethoxy-2-propenyl]-2-methoxynaphthalen-1-yl}diphenylsulfonium nonafluorobutanesulfonate FC(C(C(C(S(=O)(=O)[O-])(F)F)(F)F)(F)F)(F)F.CC1=CC=C(C=C1)C=CC(OC)(OC)C=1C=C2C=CC(=C(C2=CC1)[S+](C1=CC=CC=C1)C1=CC=CC=C1)OC